C12CC(CC(N1)C2)C2=C1C(N(C(C1=CC(=C2)F)=O)C2C(NC(CC2)=O)=O)=O 4-(6-azabicyclo[3.1.1]heptan-3-yl)-2-(2,6-dioxopiperidin-3-yl)-6-fluoroisoindoline-1,3-dione